(3,5-difluoro-4-(3-(trifluoromethyl)phenoxy)phenyl)methanol tert-butyl-N-[(E)-4-aminobut-2-enyl]-N-tert-butoxycarbonyl-carbamate C(C)(C)(C)CC(C)(C)OC(=O)N(C(=O)OCC1=CC(=C(C(=C1)F)OC1=CC(=CC=C1)C(F)(F)F)F)C\C=C\CN